C(C=C)(=O)OCCCCC[Si](O)(O)O acryloyloxypentyltrihydroxysilane